C(C1=CC=CC=C1)SC1=CC(=CN=N1)N1CCN(CC1)C(=O)OC(C)(C)C tert-butyl 4-[6-(benzylsulfanyl)pyridazin-4-yl]piperazine-1-carboxylate